[(3S)-1-methyl-5-oxo-pyrrolidin-3-yl]-4-[3-[2-(cyclopropoxy)-3-pyridyl]-6-hydroxy-pyrazolo[1,5-a]pyrimidin-5-yl]piperazine-1-carboxylate CN1C[C@H](CC1=O)OC(=O)N1CCN(CC1)C1=NC=2N(C=C1O)N=CC2C=2C(=NC=CC2)OC2CC2